CN1CC(C1)(C)[C@@](C=1C=C(C=NC1)CCC(O)C=1N=C(SC1)C)(C1=CC=C(C=C1)C(C)C)O 3-{5-[(R)-(1,3-Dimethyl-azetidin-3-yl)-hydroxy-(4-isopropyl-phenyl)-methyl]-pyridin-3-yl}-1-(2-methyl-thiazol-4-yl)-propan-1-ol